COC1CCC(CC1)C1=C(C(=NN1C)C(=O)O)NS(=O)(=O)C1=CC=C(C=C1)C 5-((1s,4s)-4-methoxycyclohexyl)-1-methyl-4-((4-methylphenyl)sulfonamido)-1H-pyrazole-3-carboxylic acid